N1N=CC=2C1=NC=NC2N[C@H](C(=O)O)CCN(CCCCC2=NC=1NCCCC1C=C2)CCOC2=CC=C(C=C2)F (S)-2-((1H-pyrazolo[3,4-d]pyrimidin-4-yl)amino)-4-((2-(4-fluorophenoxy)ethyl)(4-(5,6,7,8-tetrahydro-1,8-naphthyridin-2-yl)butyl)amino)butanoic acid